3-(2-bromo-8-oxo-7,8-dihydro-[1,2,4]Triazolo[1,5-a]Pyrazin-6-yl)benzonitrile BrC1=NN2C(C(NC(=C2)C=2C=C(C#N)C=CC2)=O)=N1